C(#C)C1=C(C=CC=C1)C#C.[Si] silicon diethynylbenzene